OC1(CC(C1)(C#N)C)C1=CC2=NC(=CC=C2S1)C1=CC=2C(N=C1)=NN(C2)C trans-3-hydroxy-1-methyl-3-(5-(2-methyl-2H-pyrazolo[3,4-b]pyridin-5-yl)thieno[3,2-b]pyridin-2-yl)cyclobutanecarbonitrile